NC=1C=2N(C=CN1)C(=NC2C2=CC=C(C=C2)[C@](C)(C2=CC(=CC=C2)OC)O)[C@H]2CN1C(CC[C@@H]1CC2)=O (6R,8aS)-6-(8-Amino-1-{4-[(1R)-1-hydroxy-1-(3-methoxyphenyl)ethyl]phenyl}imidazo[1,5-a]-pyrazin-3-yl)hexahydroindolizin-3(2H)-on